C1(CCC1)CNCC=1NC2=CC(=CC=C2C1)CN1C(C2=CN=CC(=C2C=C1)NCCCO)=O 2-[[2-[(cyclobutylmethylamino)methyl]-1H-indol-6-yl]methyl]-5-(3-hydroxypropylamino)-2,7-naphthyridin-1-one